6-chloro-3-(((1R)-1-(2-cyano-3-(5-(4-cyanophenyl)-2,5-diazabicyclo[2.2.1]heptan-2-yl)-7-methylquinoxalin-5-yl)ethyl)amino)picolinic acid ClC1=CC=C(C(=N1)C(=O)O)N[C@H](C)C1=C2N=C(C(=NC2=CC(=C1)C)C#N)N1C2CN(C(C1)C2)C2=CC=C(C=C2)C#N